2-cyclopropyl-6-(2-(pyrrolidin-1-yl)ethoxy)pyrimidine-4-carboxylic acid C1(CC1)C1=NC(=CC(=N1)C(=O)O)OCCN1CCCC1